1-[[2-fluoro-4-[5-(trifluoromethyl)-1,2,4-oxadiazol-3-yl]phenyl]methyl]pyrrolidin-2-one FC1=C(C=CC(=C1)C1=NOC(=N1)C(F)(F)F)CN1C(CCC1)=O